1-(7-fluoro-6-{1H-pyrazolo[3,4-b]pyridin-3-yl}-2,3-dihydroindol-1-yl)prop-2-en-1-one FC=1C(=CC=C2CCN(C12)C(C=C)=O)C1=NNC2=NC=CC=C21